1-[1-[(4-chlorophenyl)methyl]-4-(cyanomethyl)-4-piperidyl]-3-(cyclopropanecarbonylamino)pyrazole-4-carboxamide tert-butyl-3-oxa-7,9-diazabicyclo[3.3.1]nonane-7-carboxylate C(C)(C)(C)OC(=O)N1CC2COCC(C1)N2.ClC2=CC=C(C=C2)CN2CCC(CC2)(CC#N)N2N=C(C(=C2)C(=O)N)NC(=O)C2CC2